FC(C=1C=CC(=C(C1)O)C1=C2C(=C(N=N1)NC1COC(C1)(C)C)C=NC=C2)F 5-(difluoromethyl)-2-(4-((5,5-dimethyltetrahydrofuran-3-yl)amino)pyrido[3,4-d]pyridazin-1-yl)phenol